C1=CC=CC=C1C(=O)OOC(C)(C)C tertiarybutyl perbenzoate